(Z)-3-((1H-pyrrol-2-yl)methylene)-5-((3-fluoro-5-methoxybenzyl)amino)indolin-2-one N1C(=CC=C1)\C=C\1/C(NC2=CC=C(C=C12)NCC1=CC(=CC(=C1)OC)F)=O